FC(C(=C)[C@@H]1N(C(OC1)(C)C)C(=O)OC(C)(C)C)F Tert-butyl (4S)-4-(3,3-difluoroprop-1-en-2-yl)-2,2-dimethyl-1,3-oxazolidine-3-carboxylate